1-(3,5-dimethoxyphenyl)-3-methyl-2,4,6(1H,3H,5H)-pyrimidinetrione COC=1C=C(C=C(C1)OC)N1C(N(C(CC1=O)=O)C)=O